N-(1H-indol-4-ylmethyl)-6-{2-methyl-2,7-diazaspiro[3.5]nonan-7-yl}pyrido[2,3-b]pyrazin-3-amine N1C=CC2=C(C=CC=C12)CNC1=CN=C2C(=N1)N=C(C=C2)N2CCC1(CN(C1)C)CC2